BrC1=NO[C@](C1)(C)C=1C=C(C=CC1NC1=CC(=CC=C1)C(F)(F)F)S(=O)(=O)NC 3-[(5S)-3-bromo-5-methyl-4H-isoxazol-5-yl]-N-methyl-4-[3-(trifluoromethyl)anilino]benzenesulfonamide